C[C@@]12CC[C@@H]3[C@H](CC3(C)C)C(=C)CC[C@H]1O2 Caryophyllene-Oxide